3-nitrobenzenesulfonic acid-(2S)-glycidyl ester C(C1CO1)OS(=O)(=O)C1=CC(=CC=C1)[N+](=O)[O-]